Thiophene-2,5-dicarboxylic acid anhydride S1C2=CC=C1C(=O)OC2=O